3-[(3-(methylamino)propyl)amino]propane-1-thiol CNCCCNCCCS